7,8-DIHYDROPYRIMIDO[5,4-D]PYRIMIDINE N1=CN=CC2=C1CNC=N2